(R)-2-amino-6-(4-(((2-hydroxyethyl)(propyl)amino)methyl)-2-methoxybenzyl)-4-(pentan-2-ylamino)pyrido[4,3-d]pyrimidin-5(6H)-one NC=1N=C(C2=C(N1)C=CN(C2=O)CC2=C(C=C(C=C2)CN(CCC)CCO)OC)N[C@H](C)CCC